methyl (2E)-3-{3-fluoro-2-[(triphenylphosphoranylidene)amino]phenyl}-2-propenoate FC=1C(=C(C=CC1)/C=C/C(=O)OC)N=P(C1=CC=CC=C1)(C1=CC=CC=C1)C1=CC=CC=C1